CC1=NC=NN1CC1(COC1)C=1C=C(C=CC1)N1C(C2=CC=CC(=C2C1)C(F)(F)F)=O 2-(3-(3-((5-methyl-1H-1,2,4-triazol-1-yl)methyl)oxetan-3-yl)phenyl)-4-(trifluoromethyl)-isoindolin-1-one